O[C@@H]1C[C@H](NC1)C(=O)NCCNC(C1=C(C=C(C=C1)NC=1C=2N(C=CN1)C(=CN2)C=2C(=NN(C2)C)C(F)(F)F)C)=O (2S,4R)-4-hydroxy-N-[2-[[2-methyl-4-[[3-[1-methyl-3-(trifluoromethyl)pyrazol-4-yl]imidazo[1,2-a]pyrazin-8-yl]amino]benzoyl]amino]ethyl]pyrrolidine-2-carboxamide